1-(5-bromopyridin-3-yl)-4-methylpiperazine BrC=1C=C(C=NC1)N1CCN(CC1)C